((2-((4,4-Difluoropiperidin-1-yl)methyl)-1H-indol-6-yl)methyl)carbamic acid tert-butyl ester C(C)(C)(C)OC(NCC1=CC=C2C=C(NC2=C1)CN1CCC(CC1)(F)F)=O